(p-(dimethylamino)styryl)quinoline CN(C1=CC=C(C=CC2=NC3=CC=CC=C3C=C2)C=C1)C